tert-butyl 2-[4-[1-(2,6-dioxo-3-piperidyl)indolin-4-yl]piperazin-1-yl]acetate O=C1NC(CCC1N1CCC2=C(C=CC=C12)N1CCN(CC1)CC(=O)OC(C)(C)C)=O